C(C)N1CCN(CC1)CC1=CC=C(C=C1)C1=CC2=C(N=CN=C2N[C@H](C)C2=CC=CC=C2)N1 6-[4-(4-ethylpiperazine-1-ylmethyl)phenyl]-N-[1(R)-phenylethyl]-7H-pyrrolo[2,3-d]pyrimidine-4-amine